4-[(6-{3-azabicyclo[3.1.0]hex-3-yl}-2-methylpyridin-3-yl)methyl]-5-cyanothiophene-2-carboxylic acid methyl ester COC(=O)C=1SC(=C(C1)CC=1C(=NC(=CC1)N1CC2CC2C1)C)C#N